hexyl (R,E)-(1-amino-1,6-dioxo-7-phenylhept-4-en-3-yl)carbamate NC(C[C@H](\C=C\C(CC1=CC=CC=C1)=O)NC(OCCCCCC)=O)=O